FC=1C(=C(C(=C(C1F)F)F)S(=O)(=O)O)OC(=C(C(C(C(C(C(C(C(F)(F)F)(F)F)(F)F)(F)F)(F)F)(F)F)(F)F)F)F perfluorononeneoxybenzenesulfonic acid